2-methyl-8-(6-((4-methylpyridin-2-yl)amino)-2-(pyridin-3-yl)pyrimidin-4-yl)-2,8-diazaspiro[4.5]decan-1-one CN1C(C2(CC1)CCN(CC2)C2=NC(=NC(=C2)NC2=NC=CC(=C2)C)C=2C=NC=CC2)=O